FC1=CC2=C(NC([C@H](CS2)NC(OC(C)(C)C)=O)=O)C=C1C=1OC(=NN1)C(C(F)(F)F)(F)F tert-butyl N-[(3R)-8-fluoro-4-oxo-7-[5-(1,1,2,2,2-pentafluoroethyl)-1,3,4-oxadiazol-2-yl]-3,5-dihydro-2H-1,5-benzothiazepin-3-yl]carbamate